FC(C=1C(=C(C=CC1)[C@@H](C)NC1=C(C(=NC(=N1)OC([2H])([2H])[2H])C(C(=O)NN1CCOCC1)C)C1OCCO1)F)F 2-(6-(((R)-1-(3-(difluoromethyl)-2-fluorophenyl)ethyl)amino)-5-(1,3-dioxolan-2-yl)-2-(methoxy-d3)pyrimidin-4-yl)-N-morpholinopropionamide